(1R,7S,8r)-4-((2-(3,5-dichlorophenyl)-6-((6-(4-methylpiperazin-1-yl)pyridazin-3-yl)oxy)pyridin-4-yl)methyl)-4-azabicyclo[5.1.0]octane-8-carboxylic acid ClC=1C=C(C=C(C1)Cl)C1=NC(=CC(=C1)CN1CC[C@H]2C([C@H]2CC1)C(=O)O)OC=1N=NC(=CC1)N1CCN(CC1)C